FC1CN(CC(C1)C)CC1=C2C(=NC(=C1)C(=O)N)C(CC2)(C)C 4-((3-fluoro-5-methylpiperidin-1-yl)methyl)-7,7-dimethyl-6,7-dihydro-5H-cyclopenta[b]pyridine-2-carboxamide